NC=1C=CC(=NC1)C1N(CCC1)C(=O)OC(C)(C)C tert-butyl 2-(5-amino-2-pyridyl)pyrrolidine-1-carboxylate